(4-methoxyphenyl)-phenyl-iodonium COC1=CC=C(C=C1)[I+]C1=CC=CC=C1